(1S,3S)-3-({2-[5-({[Benzyl(methyl)carbamoyl]oxy}methyl)-1-methyl-1H-pyrazol-4-yl]-4-ethylpyrimidin-5-yl}oxy)cyclohexan C(C1=CC=CC=C1)N(C(=O)OCC1=C(C=NN1C)C1=NC=C(C(=N1)CC)OC1CCCCC1)C